COC(=O)C=1SC=C(C1NC(CC1=CC(=CC=C1)C)=O)Br 4-bromo-3-(2-(3-methylphenyl)acetamido)thiophene-2-carboxylic acid methyl ester